N,N'-di-tert-butoxycarbonyl-hydrazine C(C)(C)(C)OC(=O)NNC(=O)OC(C)(C)C